N1(CCOCC1)[C@H]1C(=NN(C1)C(=O)N[C@H](C)C=1C=NC(=CC1)OC)C1=CC=C(C=C1)F (R)-4-(morpholin-4-yl)-3-(4-fluorophenyl)-N-((R)-1-(6-methoxypyridin-3-yl)ethyl)-4,5-dihydro-1H-pyrazol-1-carboxamide